COC1=NC(=NC(=C1)OC)NC(=O)NS(OC1=C(C=CC=C1)OCC)(=O)=O 2-ethoxyphenyl [[(4,6-dimethoxy-2-pyrimidinyl)amino]carbonyl]sulfamate